(±)-trans-N-[8-(benzhydrylideneamino)-7-cyano-6-(4-methyl-3-pyridyl)-3-isoquinolyl]-2-cyano-cyclopropanecarboxamide C(C1=CC=CC=C1)(C1=CC=CC=C1)=NC=1C(=C(C=C2C=C(N=CC12)NC(=O)[C@H]1[C@@H](C1)C#N)C=1C=NC=CC1C)C#N |r|